C(C)(C)(C)NC(=O)N1CC=2N(CC1)C(=C(C2C(=O)N)C2=CC=C(C=C2)C(NC2CC2)=O)C2CC2 N2-tert-butyl-6-cyclopropyl-7-[4-(cyclopropylcarbamoyl)phenyl]-3,4-dihydropyrrolo[1,2-a]pyrazine-2,8(1H)-dicarboxamide